6-chloro-7-((2-methoxyethoxy)methoxy)-3-(7-((2-methoxyethoxy)methoxy)-2,2-dimethyl-2H-chromen-6-yl)chroman-4-one ClC=1C=C2C(C(COC2=CC1OCOCCOC)C=1C=C2C=CC(OC2=CC1OCOCCOC)(C)C)=O